(2-(aminomethyl)propane-1,3-diyl)dicarbamic acid NCC(CNC(O)=O)CNC(O)=O